CN1C(=NC2=C1C=CC=C2)C 1,2-dimethyl-benzimidazole